ethyl-5-fluoro-3-((6-fluoro-2-methylpyridin-3-yl)oxy)-2-(trifluoromethyl)isonicotinic acid C(C)C=1N=C(C(=C(C(=O)O)C1F)OC=1C(=NC(=CC1)F)C)C(F)(F)F